N-[[6-methoxy-1-(2-trimethylsilylethoxymethyl)benzimidazol-2-yl]methyl]-2-morpholino-8-(trifluoromethyl)pyrazolo[1,5-a][1,3,5]triazin-4-amine COC=1C=CC2=C(N(C(=N2)CNC2=NC(=NC=3N2N=CC3C(F)(F)F)N3CCOCC3)COCC[Si](C)(C)C)C1